6-chloro-N-[5-(2,2-difluoroethoxy)-4,6-dimethoxy-pyrimidin-2-yl]-7-phenyl-1H-indole-3-sulfonic acid amide ClC1=CC=C2C(=CNC2=C1C1=CC=CC=C1)S(=O)(=O)NC1=NC(=C(C(=N1)OC)OCC(F)F)OC